BrC=1N=C(N2C1C(=NC=C2)N)C(C)C2=C(C(=C(C(=C2)Cl)C)C=2C=NC(=CC2)Cl)OCC 1-bromo-3-(1-(5-chloro-3-(6-chloropyridin-3-yl)-2-ethoxy-4-methylphenyl)ethyl)imidazo[1,5-a]pyrazin-8-amine